C1CCCOC(CC(C(=O)O1)=C)=O Itaconic acid butylene ester